Propyl butanesulfonate C(CCC)S(=O)(=O)OCCC